(E)-N-(4-((3-chloro-2,4-difluorophenyl)amino)-5-(1-methyl-1H-indol-6-yl)quinazolin-6-yl)-4-(dimethylamino)but-2-enamide ClC=1C(=C(C=CC1F)NC1=NC=NC2=CC=C(C(=C12)C1=CC=C2C=CN(C2=C1)C)NC(\C=C\CN(C)C)=O)F